C(C=C)OC(C)C(C(C)C)=C 2-(allyloxy)-4-methyl-3-methylenepentane